(2,4,5-trifluorophenyl)-3-nitro-2H-benzo[H]chromene FC1=C(C=C(C(=C1)F)F)C1OC2=C3C(=CC=C2C=C1[N+](=O)[O-])C=CC=C3